(1,2,3,4-tetramethyl-5-n-propylcyclopentadienyl)(2-ethylindenyl)zirconium dibromide [Br-].[Br-].CC1(C(=C(C(=C1CCC)C)C)C)[Zr+2]C1C(=CC2=CC=CC=C12)CC